P(=O)(OC1=C(C=CC=C1)C(C)C)(OC1=C(C=CC=C1)C(C)C)OC1=CC=CC=C1 di(2-isopropylphenyl) phenyl phosphate